(1-(3,5-difluorobenzyl)-6-(4-ethoxypyrrolo[2,1-f][1,2,4]triazin-5-yl)-1H-imidazo[4,5-b]pyridin-2-yl)methanol FC=1C=C(CN2C(=NC3=NC=C(C=C32)C=3C=CN2N=CN=C(C23)OCC)CO)C=C(C1)F